N-[(1S)-2-[2-(3-Amino-3-oxo-propyl)-2-(2-chloroacetyl)hydrazino]-1-(cyclohexylmethyl)-2-oxo-ethyl]-1H-indole-2-carboxamide NC(CCN(NC([C@H](CC1CCCCC1)NC(=O)C=1NC2=CC=CC=C2C1)=O)C(CCl)=O)=O